5-((tert-butyldimethylsilyl)oxy)-2-(2,4-difluorophenyl)-1-(1H-1,2,4-triazol-1-yl)pent-3-yn-2-ol [Si](C)(C)(C(C)(C)C)OCC#CC(CN1N=CN=C1)(O)C1=C(C=C(C=C1)F)F